(2S,3S,5S)-5-(tert-butoxycarbonyl)amino-2-amino-3-hydroxy-1,6-diphenylhexane C(C)(C)(C)OC(=O)N[C@H](C[C@@H]([C@H](CC1=CC=CC=C1)N)O)CC1=CC=CC=C1